C(C)C1=NC2=CC(=C(C=C2C(=C1C)OC([O-])=O)OC1=CC=C(C=C1)OC(F)(F)F)C 2-ethyl-3,7-dimethyl-6-[4-(trifluoromethoxy) phenoxy]-4-quinolinylcarbonate